C(=C)SCC(C)C 1-(vinylthio)-2-methylpropane